[Cl-].C(C=C)[N+](CC=C)(CC=C)CC=C tetraallylammonium chloride